NC=1N=CN(C(C1C(=O)NC=1C=NC=C(C1)[C@@H](CC)N)=O)C1=C(C=C(C=C1C)COC)C (R)-4-amino-N-(5-(1-aminopropyl)pyridin-3-yl)-1-(4-(methoxymethyl)-2,6-dimethylphenyl)-6-oxo-1,6-dihydropyrimidine-5-carboxamide